3,5-dihydroxyphenyl-acetamide OC=1C=C(C=C(C1)O)CC(=O)N